BrC1=C(C=CC(=C1)Cl)C1=C(C=CC=C1)[N+](=O)[O-] 2-bromo-4-chloro-2'-nitro-1,1'-biphenyl